(5'S,7a'R)-5'-(2-fluorophenyl)-1-[(3-fluorophenyl)sulfonyl]tetrahydro-3'H-spiro[azetidine-3,2'-pyrrolo[2,1-b][1,3]oxazol]-3'-one FC1=C(C=CC=C1)[C@@H]1CC[C@H]2OC3(C(N21)=O)CN(C3)S(=O)(=O)C3=CC(=CC=C3)F